C1N(C[C@H]2[C@@H]1CCC2)C(CN2C(C1(CCN(CC1)C(=O)C1=CC=C3C(=N1)C=NN3)C3=C(C(=CC=C23)F)Cl)=O)=O 1-[2-[(3aR,6aS)-3,3a,4,5,6,6a-hexahydro-1H-cyclopenta[c]pyrrol-2-yl]-2-oxoethyl]-4-chloro-5-fluoro-1'-(1H-pyrazolo[4,3-b]pyridine-5-carbonyl)spiro[indole-3,4'-piperidin]-2-one